C1(CC1)C(C)(O)C=1C(NC=CC1)=O 3-(1-cyclopropyl-1-hydroxyethyl)-1H-pyridin-2-one